6-((trimethylsilyl)ethynyl)benzo[d][1,3]dioxolane-5-carbaldehyde C[Si](C)(C)C#CC=1C(=CC2=C(OCO2)C1)C=O